C1(=C(C=CC=C1)NC1=CC=C(C=C1)N)C N'-o-tolyl-p-phenylenediamine